Methyl (S)-4-(4-(2-(hydroxymethyl)piperidine-1-carbonyl)-2-methoxy-5-nitrophenoxy)butanoate OC[C@H]1N(CCCC1)C(=O)C1=CC(=C(OCCCC(=O)OC)C=C1[N+](=O)[O-])OC